3-(4-fluorophenyl)-1-(3-methoxy-2,6-dimethylbenzyl)-4-methyl-6-(methylthio)pyridazin-1-ium iodide [I-].FC1=CC=C(C=C1)C=1N=[N+](C(=CC1C)SC)CC1=C(C(=CC=C1C)OC)C